bromoallyl alcohol BrC=CCO